6-chloro-5-((1S,2R)-2-methylcyclopropyl)-4-(4,4,5,5-tetramethyl-1,3,2-dioxaborolan-2-yl)-1-((2-(trimethylsilyl)ethoxy)methyl)-1H-indazole ClC1=C(C(=C2C=NN(C2=C1)COCC[Si](C)(C)C)B1OC(C(O1)(C)C)(C)C)[C@@H]1[C@@H](C1)C